(2R)-5-hydroxy-2-{[(9Z)-octadec-9-enoyl]oxy}-5,10-dioxo-4,6-dioxa-9-aza-5λ(5)-phosphahenicosan-1-yl (9Z)-octadec-9-enoate C(CCCCCCC\C=C/CCCCCCCC)(=O)OC[C@H](COP(OCCNC(CCCCCCCCCCC)=O)(=O)O)OC(CCCCCCC\C=C/CCCCCCCC)=O